ClC=1C=C2C(=C(C=NC2=CC1)NC1CCC(CC1)(F)F)NC1=C(C(=O)O)C=CC=C1 2-[[6-chloro-3-[(4,4-difluorocyclohexyl)amino]-4-quinolyl]amino]benzoic acid